FC1=CC(=CC2=C1N=C(S2)NC(=O)C2CN(CCC2)C2CN(C2)CC)F N-(4,6-difluoro-1,3-benzothiazol-2-yl)-1-(1-ethylazetidin-3-yl)piperidine-3-carboxamide